vinyl tridecanate C(CCCCCCCCCCCC)(=O)OC=C